IC1=CC(=C(C=C1C)N(C(C#CC)=O)C1=CC=C2C(=N1)C=NN2CC(C)OC)C N-(4-iodo-2,5-dimethylphenyl)-N-[1-(2-methoxypropyl)pyrazolo[4,3-b]pyridin-5-yl]but-2-ynamide